5-(3,3-dimethyl-2-oxoindolin-4-yl)-N-(4-fluorophenyl)-2-methylbenzamide CC1(C(NC2=CC=CC(=C12)C=1C=CC(=C(C(=O)NC2=CC=C(C=C2)F)C1)C)=O)C